C(CCCC\C=C/C\C=C/C\C=C/CCCCC)(=O)N[C@@H]([C@@H](C)CC)C(=O)O γ-linolenoyl-isoleucine